ClC1CC(C1)(C1=NN=CN1C)C=1C=C(C=CC1)N1C(C2=CC(=CC(=C2C1)C(F)(F)F)CNC1(CCC1)C)=O 2-(3-((1r,3r)-3-chloro-1-(4-methyl-4H-1,2,4-triazol-3-yl)cyclobutyl)phenyl)-6-(((1-methylcyclobutyl)amino)methyl)-4-(trifluoromethyl)isoindolin-1-one